FC(C(=O)O)(F)F.N=1NN=NC1 2H-tetrazole 2,2,2-trifluoroacetate